3-((5-fluoro-4-(2-(2-hydroxypropan-2-yl)pyridin-4-yl)pyrimidin-2-yl)amino)cyclohexane-1-carboxamide FC=1C(=NC(=NC1)NC1CC(CCC1)C(=O)N)C1=CC(=NC=C1)C(C)(C)O